NC=1C(=NNC1)C(=O)O 4-AMINO-1H-PYRAZOLE-3-CARBOXYLIC ACID